tert-butyl 2-[7-[4-fluoro-2-(2-methoxyethoxy) phenyl]-4-(trifluoromethylsulfonyloxy) thieno[3,2-c]pyridin-6-yl]-6,7-dihydro-4H-thiazolo[5,4-c]pyridine-5-carboxylate FC1=CC(=C(C=C1)C=1C2=C(C(=NC1C=1SC=3CN(CCC3N1)C(=O)OC(C)(C)C)OS(=O)(=O)C(F)(F)F)C=CS2)OCCOC